Cl.FC(C(C)(C)C1=NNC(=N1)CN)(C)F [3-(2,2-difluoro-1,1-dimethyl-propyl)-1H-1,2,4-triazol-5-yl]methanamine hydrochloride